(RS)-N-(4-(2-(Piperidin-2-yl)-ethyl)-phenyl)-4-(trifluoromethyl)-benzamid N1[C@H](CCCC1)CCC1=CC=C(C=C1)NC(C1=CC=C(C=C1)C(F)(F)F)=O |r|